4-((1E,3E,5E)-6-(2-(dimethylamino)pyrimidin-5-yl)hex-1,3,5-trien-1-yl)-1-methylpyridin-1-ium iodide [I-].CN(C1=NC=C(C=N1)/C=C/C=C/C=C/C1=CC=[N+](C=C1)C)C